5-(1-(2,2-difluoroethyl)-2-methyl-1H-imidazo[4,5-b]pyridin-6-yl)-N-(cis-4-(methoxy-d3)cyclohexyl)pyrrolo[2,1-f][1,2,4]triazin-2-amine FC(CN1C(=NC2=NC=C(C=C21)C=2C=CN1N=C(N=CC12)N[C@@H]1CC[C@@H](CC1)OC([2H])([2H])[2H])C)F